C(CCC\C=C/C\C=C/C\C=C/C\C=C/CCCCC)(=O)O.CCCCCCCCCCCCCCCCCCCCCCCCCCC heptacosan arachidonate